NC(C(=O)O)CC1=CC=CC2=CC=CC=C12 2-amino-3-(naphthalen-1-yl)propanoic acid